O1CCOC12CC=C(CC2)N2N=CC=1C=NC(=CC12)C=1C(=NN(C1)[C@@H]1C[C@H](C1)CN(C(OC(C)(C)C)=O)C(=O)OC(C)(C)C)C1CC1 tert-butyl ((trans-3-(4-(1-(1,4-dioxaspiro[4.5]dec-7-en-8-yl)-1H-pyrazolo[4,3-c]pyridin-6-yl)-3-cyclopropyl-1H-pyrazol-1-yl)cyclobutyl)methyl)(tert-butoxycarbonyl)carbamate